COCOC1=CC(=CC=2CCOC21)CO (7-(methoxymethoxy)-2,3-dihydrobenzofuran-5-yl)methanol